C(C)C(C(=O)O)CCCCCC\C=C/C\C=C/CCCCC.C(CCCCCCC\C=C/C\C=C/CCCCC)(=O)OCC ethyl linoleate (ethyl (9Z,12Z)-octadeca-9,12-dienoate)